3-(2-methoxyethyl)isoxazole-5-carboxylic acid COCCC1=NOC(=C1)C(=O)O